(R)-2-(5-cyclopropyl-3-((1-(methyl-d3)piperidin-3-yl)amino)-1,2,4-triazine-6-yl)-5-ethynylphenol C1(CC1)C=1N=C(N=NC1C1=C(C=C(C=C1)C#C)O)N[C@H]1CN(CCC1)C([2H])([2H])[2H]